tert-butyl 3-[(3R)-3-[[(benzyloxy) carbonyl] amino]-5-fluoro-3,4-dihydro-2H-1-benzopyran-7-yl]-3,8-diazabicyclo[3.2.1]octane-8-carboxylate C(C1=CC=CC=C1)OC(=O)N[C@H]1COC2=C(C1)C(=CC(=C2)N2CC1CCC(C2)N1C(=O)OC(C)(C)C)F